6-{2,8-dimethylimidazo[1,2-b]pyridazin-6-yl}-2-(pyrrolidin-3-yl)-3,4-dihydroisoquinolin-1-one CC=1N=C2N(N=C(C=C2C)C=2C=C3CCN(C(C3=CC2)=O)C2CNCC2)C1